C(OCCCCCCOCCOCCONCCOCCOCCOC)(OC1=CC=C(C=C1)[N+](=O)[O-])=O 1-(2-(2-(2-methoxyethoxy)ethoxy)ethyl)-2,5,8-trioxa-l-1-azatetradecan-14-yl (4-nitrophenyl) carbonate